S(=O)(=O)(O)O.N=1C=CCC(C1)=O pyridin-5-one sulfate